OC1=CC=C(C[C@H]2C(N(CC3N(O[C@@H](C(N32)=O)CC(C)C)C(=O)OCCC(C)C)[C@H](C(=O)NCCC(C)C)CC3=CC=C(C=C3)O)=O)C=C1 isopentyl (3R,6S)-6-(4-hydroxybenzyl)-8-((S)-3-(4-hydroxyphenyl)-1-(isopentylamino)-1-oxopropan-2-yl)-3-isobutyl-4,7-dioxohexahydropyrazino[2,1-c][1,2,4]oxadiazine-1(6H)-carboxylate